6-(1-(1-(4-((3-((5-(4-((tert-butoxycarbonyl)amino)-4-methylpyridin-1-yl)pyrazin-2-yl)thio)phenyl)carbamoyl)phenyl)piperidin-4-yl)-1,2,3,6-tetrahydropyridin-4-yl)pyridazin-3-carboxylate C(C)(C)(C)OC(=O)NC1(C=CN(C=C1)C=1N=CC(=NC1)SC=1C=C(C=CC1)NC(=O)C1=CC=C(C=C1)N1CCC(CC1)N1CCC(=CC1)C1=CC=C(N=N1)C(=O)[O-])C